tert-butyl 2-((dimethylamino) methylene)-4-fluoro-3-oxo-8-azabicyclo[3.2.1]octane-8-carboxylate CN(C)C=C1C2CCC(C(C1=O)F)N2C(=O)OC(C)(C)C